(S)-7-isopropoxy-1-((5-oxopyrrolidin-2-yl)methoxy)-4-(1H-pyrazol-4-yl)isoquinoline-6-carboxamide C(C)(C)OC1=C(C=C2C(=CN=C(C2=C1)OC[C@H]1NC(CC1)=O)C=1C=NNC1)C(=O)N